CN1N=NC(=C1C1=C(C(=NC(=C1)N1[C@@H](COCC1)C)NC1=CC(=NN1)C)C)C (R)-4-(1,4-dimethyl-1H-1,2,3-triazol-5-yl)-3-methyl-N-(3-methyl-1H-pyrazol-5-yl)-6-(3-methylmorpholino)pyridin-2-amine